NC=1N=C(SC1C(=O)C1=CC(=NO1)C(=O)NC1(CCCC1)C)N(C1=CC=C(C=C1)F)[C@@H](C(=O)N)C |r| rac-5-[4-amino-2-(N-(2-amino-1-methyl-2-oxo-ethyl)-4-fluoro-anilino)thiazole-5-carbonyl]-N-(1-methylcyclopentyl)isoxazole-3-carboxamide